ClC1=C(C=C(N=N1)NCC=1C=C(C=CC1)O)C 3-(((6-chloro-5-methylpyridazin-3-yl)amino)methyl)phenol